1-[4-(5-{[(2R,3S,5S)-2-fluoro-8-azabicyclo[3.2.1]octan-3-yl](methyl)amino}pyrazin-2-yl)-3-hydroxyphenyl]-1H-imidazole-4-carbonitrile F[C@@H]1C2CC[C@@H](C[C@@H]1N(C=1N=CC(=NC1)C1=C(C=C(C=C1)N1C=NC(=C1)C#N)O)C)N2